6-(1-phenylvinyl)-5-aminobenzo[d][1,3]dioxolane C1(=CC=CC=C1)C(=C)C=1C(=CC2=C(OCO2)C1)N